C(C=C)(=O)C(O)(C[N+](C)(C)C)CC([O-])=O Acryloyl-carnitine